pyrrolbutyric acid N1C(=CC=C1)CCCC(=O)O